C1(CC1)COC=1C=C(C=NC1)C(=O)NC=1C=C(C(=O)O)C=CC1CC 3-[5-(cyclopropylmethoxy)pyridine-3-amido]-4-ethylbenzoic acid